alpha-mercaptoethyl-sulfonate sodium [Na+].SC(C)S(=O)(=O)[O-]